[Sb]=O.[Sn] Tin-antimony oxide